2-chloro-9-(5-(dimethylphosphoryl)quinoxalin-6-yl)-7-methyl-7,9-dihydro-8H-purine ClC1=NC=C2N(CN(C2=N1)C=1C(=C2N=CC=NC2=CC1)P(=O)(C)C)C